FC1=C2OC=3C=C(C=CC3C(C2=CC=C1)=O)N1C(CCC1)=O (5-fluoro-9-oxo-xanthen-3-yl)pyrrolidin-2-one